Methyl 3-((S)-4-methyl-2-(4-oxoquinazolin-3(4H)-yl)pentanamido)-3-(5-((S)-3-methylmorpholino)pyridin-3-yl)propanoate CC(C[C@@H](C(=O)NC(CC(=O)OC)C=1C=NC=C(C1)N1[C@H](COCC1)C)N1C=NC2=CC=CC=C2C1=O)C